COC=1N=CC(=C2C1NC=C2)C2=CC=C(C=C2)NC([C@H](C(C2=CC=CC=C2)C2=CC=CC=C2)NC(OC(C)(C)C)=O)=O tert-butyl (S)-(1-((4-(7-methoxy-1H-pyrrolo[2,3-c]pyridin-4-yl)phenyl)amino)-1-oxo-3,3-diphenylpropan-2-yl)carbamate